3-(3-((S)-2-hydroxy-3-((R)-8-(quinolin-6-ylsulfonyl)-1-oxa-8-azaspiro[4.5]decan-3-ylamino)propoxy)benzenesulfonyl)propan-1-ol O[C@H](COC=1C=C(C=CC1)S(=O)(=O)CCCO)CN[C@H]1COC2(C1)CCN(CC2)S(=O)(=O)C=2C=C1C=CC=NC1=CC2